OCC(NC(CC)S(=O)(=O)O)(CO)CO [tris(hydroxymethyl)methylamino]-1-propanesulfonic acid